4-amino-3-[(2-hydroxy-1H-indol-3-yl)diazenyl]-1H-1,2,4-triazole-5-thione NN1C(=NNC1=S)N=NC1=C(NC2=CC=CC=C12)O